4-acetylbenzoic acid barium salt [Ba+2].C(C)(=O)C1=CC=C(C(=O)[O-])C=C1.C(C)(=O)C1=CC=C(C(=O)[O-])C=C1